S1N=NC(=C1)C1=CC=C(CN2CCN(CC2)C2=C(C=C3C(C(=CN(C3=C2)C2CC2)C(=O)O)=O)F)C=C1 7-(4-(4-(1,2,3-thiadiazol-4-yl)benzyl)piperazin-1-yl)-1-cyclopropyl-6-fluoro-4-oxo-1,4-dihydroquinoline-3-carboxylic acid